(3-(6-(2,4-difluorophenyl)-1-oxoisoindolin-5-yl)phenyl)methanesulfonamide FC1=C(C=CC(=C1)F)C1=C(C=C2CNC(C2=C1)=O)C=1C=C(C=CC1)CS(=O)(=O)N